[Na+].C(C)C(C(C(=O)[O-])CC)C(=O)[O-].N[C@H](CO)C1=CC=C(C=C1)F.[Na+] (2S)-2-amino-2-(4-fluorophenyl)ethanol diethyl-succinate sodium